BETA-NAPHTHYL METHYL ETHER COC1=CC2=CC=CC=C2C=C1